[Si](C)(C)(C(C)(C)C)OCC=1OC2=C(C1)C=C(C=C2I)C(=O)OC methyl 2-(((tert-butyldimethylsilyl)oxy)methyl)-7-iodobenzofuran-5-carboxylate